C1(=CC=CC=C1)OC(NC=1C(=C2C=NN(C2=CC1)C1OCCCC1)Cl)=O (4-chloro-1-(tetrahydro-2H-pyran-2-yl)-1H-indazol-5-yl)carbamic acid phenyl ester